ClC1=CC=C(C=C1)C=1C(=CC=CC1)C(=O)N1C2CN(C(C1)CC2)CC=2C=C1CN(C(C1=CC2)=O)C2C(NC(CC2)=O)=O 3-(5-((5-(4'-chloro-[1,1'-biphenyl]-2-carbonyl)-2,5-diazabicyclo[2.2.2]oct-2-yl)methyl)-1-oxoisoindolin-2-yl)piperidine-2,6-dione